4-vinylbenzenesulfinic acid sodium salt [Na+].C(=C)C1=CC=C(C=C1)S(=O)[O-]